(S)-6-(1-amino-1,3-dihydrospiro[indene-2,4'-piperidin]-1'-yl)-3-(1-(1-methyl-1H-indol-4-yl)cyclopropyl)-1,5-dihydro-4H-pyrazolo[3,4-d]pyrimidin-4-one N[C@@H]1C2=CC=CC=C2CC12CCN(CC2)C=2NC(C1=C(N2)NN=C1C1(CC1)C1=C2C=CN(C2=CC=C1)C)=O